ethyl 3,5-dibromo-1-methylpyrazole-4-carboxylate BrC1=NN(C(=C1C(=O)OCC)Br)C